5-[8,8-Dimethyl-1-(tetrahydro-furo[3,4-c]pyrrol-5-yl)-5,6-dihydro-8H-7-oxa-2,4,4b,9-tetraaza-fluoren-3-yl]-pyrimidin-2-ylamine CC1(OCCN2C=3N=C(N=C(C3N=C12)N1C=C2C(C1)COC2)C=2C=NC(=NC2)N)C